[N+](=[N-])=CC(CC[C@@H](C(=O)OC(C)C)NC(C[C@@H](C)OC)=O)=O isopropyl (S)-6-diazo-2-((R)-3-methoxybutanamido)-5-oxohexanoate